3-({5-chloro-4-[(3,5-difluorobenzyl)amino]pyrimidin-2-yl}amino)-N-(piperidin-3-yl)benzamide bis-(2-hydroxyethyl)-3-dodecoxy-1-hydroxypropyl-aminoxide OCCC(CC(O)N[O-])(OCCCCCCCCCCCC)CCO.ClC=1C(=NC(=NC1)NC=1C=C(C(=O)NC2CNCCC2)C=CC1)NCC1=CC(=CC(=C1)F)F